ClC=1C=C(C=CC1)[C@H]1[C@@H](CN(CC1)C(=O)C1=CC=CC=2N1C=NC2)NC([C@H](C(C)(C)C)NC(OC(C)(C)C)=O)=O tert-butyl ((S)-1-(((3S,4S)-4-(3-chlorophenyl)-1-(imidazo[1,5-a]pyridine-5-carbonyl)piperidin-3-yl)amino)-3,3-dimethyl-1-oxobutan-2-yl)carbamate